C[C@H]1N(CCN(C1)C=1C=CC=2N=CN=C(C2N1)NC1=CC(=C(C=C1)OC1=CC2=C(N(C=N2)C)C=C1)C)C(=O)OC(C)(C)C tert-butyl (2R)-2-methyl-4-[4-({3-methyl-4-[(1-methyl-1,3-benzodiazol-5-yl)oxy]phenyl}amino)pyrido[3,2-d]pyrimidin-6-yl]piperazine-1-carboxylate